FC=1C=C(C=CC1)C1=NC(=CC=C1)C1=CC(=CC=C1)F 2,6-bis(3-fluorophenyl)pyridine